4-[(3-BROMOTHIOPHEN-2-YL)METHOXY]-3-ETHOXYBENZALDEHYDE BrC1=C(SC=C1)COC1=C(C=C(C=O)C=C1)OCC